COC(C1=CC=C(C=C1)S(=O)(=O)C1=C(N(C2=CC=C(C=C12)F)C1=CC(=C(C=C1)F)C)C(C)C)=O.N(=C=S)CCCSC 1-isothiocyanato-3-(methylthio)propane methyl-4-[5-fluoro-1-(4-fluoro-3-methyl-phenyl)-2-isopropyl-indol-3-yl]sulfonylbenzoate